[C@H]1(NCC12CCC2)COC=2C=NC=CC2N2C=C(C=1C(NCCC12)=O)NC1=C(C(=CC=C1)Cl)OC {3-[(1R)-2-azaspiro[3.3]heptan-1-ylmethoxy]pyridin-4-yl}-3-[(3-chloro-2-methoxyphenyl)amino]-1H,5H,6H,7H-pyrrolo[3,2-c]pyridin-4-one